CN1N=CC=C1C=1C=CC2=C(C(N(C3(CC3)C3=C2C=C(C=C3)C=3C(=NC=CC3)C)C)=O)C1 3-(2-Methyl-2H-pyrazol-3-yl)-10-(2-methyl-pyridin-3-yl)-6-methyl-6,7-dihydro-spiro[dibenzo[c,e]azepine-7,1'-cyclopropan]-5-one